COC=1C(=O)NC(C1)=O MethoxyMaleimide